bis[(Naphthyl)phenyl]benzophenanthrene C1(=CC=CC2=CC=CC=C12)C1=C(C=CC=C1)C=1C(=C2C=3C=CC=CC3C3=C(C2=CC1)C=CC=C3)C3=C(C=CC=C3)C3=CC=CC1=CC=CC=C31